FC1(CCN(CC1)C1=NC(=CC=C1C(=O)NC=1C=NC=C(C1)S(N)(=O)=O)C)F 2-(4,4-Difluoro-1-piperidinyl)-6-methyl-N-(5-sulfamoyl-3-pyridinyl)pyridine-3-carboxamide